2-tert-butyl 4-ethyl 3,5-dimethyl-1H-pyrrole-2,4-dicarboxylate CC1=C(NC(=C1C(=O)OCC)C)C(=O)OC(C)(C)C